2-(4-iodo-1H-pyrazol-1-yl)-2-methyl-N-(2-(propa-1,2-dien-1-yl)-4-(trifluoromethyl)phenyl)propanamide IC=1C=NN(C1)C(C(=O)NC1=C(C=C(C=C1)C(F)(F)F)C=C=C)(C)C